IC1=C(C=O)C=CC(=C1O)O 2-iodo-3,4-dihydroxybenzaldehyde